C(C)(C)(C)OC(N[C@@H]1C2=C(N=C(S2)C)CC12CCN(CC2)C=2C=1N(C(=C(N2)C)Br)N=CC1)=O N-[(6S)-1'-(7-bromo-6-methyl-pyrazolo[1,5-a]pyrazin-4-yl)-2-methyl-spiro[4,6-dihydro-cyclopenta[D]thiazol-5,4'-piperidin]-6-yl]carbamic acid tert-butyl ester